C1(CCCC(C)N1)=O 5-caprolactam